2-((3,5-dicyano-4-ethyl-6-(2,9-diazaspiro[5.5]undecan-9-yl)pyridin-2-yl)sulfanyl)-2-phenylacetamide C(#N)C=1C(=NC(=C(C1CC)C#N)N1CCC2(CCCNC2)CC1)SC(C(=O)N)C1=CC=CC=C1